Methyl 2-((1S)-1-(4-(2-(4-chloro-2-fluorophenyl)-2-methylbenzo[d][1,3]dioxol-4-yl)-piperidin-1-yl) ethyl)-1-(((S)-oxetan-2-yl) methyl)-1H-benzo[d]imidazole-6-carboxylate ClC1=CC(=C(C=C1)C1(OC2=C(O1)C=CC=C2C2CCN(CC2)[C@@H](C)C2=NC1=C(N2C[C@H]2OCC2)C=C(C=C1)C(=O)OC)C)F